tert-butyl (2S,6R)-4-(6-aminopyridazin-3-yl)-2,6-dimethylpiperazine-1-carboxylate NC1=CC=C(N=N1)N1C[C@@H](N([C@@H](C1)C)C(=O)OC(C)(C)C)C